1-octanol N,N-dipentylaminoacetate C(CCCC)N(CCCCC)CC(=O)OCCCCCCCC